C(C=C)(=O)OCCC[Si](OC)(OC)OCC γ-acryloxypropylethoxydimethoxysilane